N(=[N+]=[N-])C[C@H](O)[C@@H]1C[C@@H]2[C@@H](OC(O2)(C)C)O1 (S)-2-Azido-1-((3aR,5S,6aR)-2,2-dimethyltetrahydrofuro[2,3-d][1,3]dioxol-5-yl)ethan-1-ol